C(C1=CC=CC=C1)N(CCCC(=O)O)C(=O)OC(C)(C)C 4-(benzyl(tert-butoxycarbonyl)amino)butanoic acid